F[C@H]1CN(C[C@H]1O)C(=O)[O-] (3s,4r)-3-fluoro-4-hydroxypyrrolidine-1-carboxylate